NCCNC1=CC=C(C2=C1C(C=1C=CN=CC1C2=O)=O)NCCN 6,9-bis[(2-aminoethyl)amino]benzo[g]isoquinoline-5,10-dione